(2,4,6-trimethoxyphenyl)phosphonium COC1=C(C(=CC(=C1)OC)OC)[PH3+]